C(CCCCCCC)(=O)[NH-] N-octoylamide